C(C(=C)C)(=O)OC(C(CCC)C(C)C)C(C)C 1,2-diisopropylpentyl methacrylate